C(#N)OC1(CC=C(C(=O)C2=CC=CC=C2)C=C1)OC#N 4,4-dicyanooxybenzophenone